2-((5-(2H-1,2,3-triazol-2-yl)pyridin-2-yl)methyl)-N-((1s,3s)-3-hydroxycyclobutyl)oxazole-4-carboxamide N=1N(N=CC1)C=1C=CC(=NC1)CC=1OC=C(N1)C(=O)NC1CC(C1)O